CC1CNC2=C(O1)C(=NC=N2)N 6-methyl-7,8-dihydro-6H-pyrimido[5,4-b][1,4]oxazin-4-amine